(R)-2-Oxa-7-aza-spiro[4.4]nonan C1OCC[C@]12CNCC2